OCCCS(=O)(=O)OCC1CO1 glycidyl hydroxypropyl-sulfonate